7-((R)-2,2-difluorocyclopropane-1-carboxamido)-3-(6-((S)-1-hydroxypropyl)-4-methylpyridin-3-yl)-N-methyl-1,6-naphthyridine-2-carboxamide FC1([C@H](C1)C(=O)NC1=NC=C2C=C(C(=NC2=C1)C(=O)NC)C=1C=NC(=CC1C)[C@H](CC)O)F